FC(C(=O)O)(F)F.ClC=1C=2N(C=CC1SC=1N=CC(=NC1)N1CCC3([C@@H](C=4N(N=CC4)C3)N)CC1)C=NN2 (S)-1-(5-((8-chloro-[1,2,4]triazolo[4,3-a]pyridin-7-yl)thio)pyrazin-2-yl)-4'H,6'H-spiro[piperidine-4,5'-pyrrolo[1,2-b]pyrazol]-4'-amine (trifluoroacetate)